4-(1-((3R,7S)-7-(((tert-butyldiphenylsilyl)oxy)methyl)-2-(3,4-dichlorobenzoyl)-3-methyl-10-oxo-1,2,3,4,7,8-hexahydropyrido[4',3':3,4]pyrazolo[1,5-a]pyrazin-9(10H)-yl)ethyl)benzonitrile [Si](C1=CC=CC=C1)(C1=CC=CC=C1)(C(C)(C)C)OC[C@@H]1CN(C(C=2N1N=C1C2CN([C@@H](C1)C)C(C1=CC(=C(C=C1)Cl)Cl)=O)=O)C(C)C1=CC=C(C#N)C=C1